4-((4-(4-chloro-7,7-dimethyl-5-oxo-5,7-dihydroindolo[1,2-a]quinazolin-9-yl)piperidin-1-yl)methyl)cyclohexane-1-carbaldehyde ClC=1C=2C(N=C3N(C2C=CC1)C1=CC=C(C=C1C3(C)C)C3CCN(CC3)CC3CCC(CC3)C=O)=O